N[C@@H](C(=O)N[C@H](C(=O)N[C@@H](CCCCN)C1=NC(=NO1)CC1=CC=CC=C1)CC1=C(C=C(C=C1C)O)C)CCCNC(=N)N (R)-2-amino-N-((S)-1-(((S)-5-amino-1-(3-benzyl-1,2,4-oxadiazol-5-yl)pentyl)amino)-3-(4-hydroxy-2,6-dimethylphenyl)-1-oxopropan-2-yl)-5-guanidinopentanamide